(R)-2-(dimethylamino)propanoic acid CN([C@@H](C(=O)O)C)C